O=C1C(=CN(C2=NC=CC=C12)C1=NC=NS1)C(=O)O oxo-1-(1,2,4-thiadiazol-5-yl)-1,4-dihydro-1,8-naphthyridine-3-carboxylic acid